BrC1=CC(=C(COC2=CC=CC(=N2)C2CCN(CC2)C(=O)OC(C)(C)C)C=C1)C tert-butyl 4-(6-((4-bromo-2-methylbenzyl)oxy)pyridin-2-yl)piperidine-1-carboxylate